BrC1=C2C(=CN=C1C)N(C=C2)S(=O)(=O)C2=CC=C(C)C=C2 4-bromo-5-methyl-1-tosyl-1H-pyrrolo[2,3-c]pyridine